Methyl 5-chloro-4-(3-((((5-(hydroxymethyl)-1-methyl-1H-pyrazol-3-yl)methyl)thio)methyl)-1,5-dimethyl-1H-pyrazol-4-yl)-1-(3-methoxy-3-oxopropyl)-3-ethyl-1H-indole-2-carboxylate ClC=1C(=C2C(=C(N(C2=CC1)CCC(=O)OC)C(=O)OC)CC)C=1C(=NN(C1C)C)CSCC1=NN(C(=C1)CO)C